ethyl 3-(benzyloxy)cyclobutane-1-carboxylate C(C1=CC=CC=C1)OC1CC(C1)C(=O)OCC